1,2-Dimyristoyl-sn-Glycerol C(CCCCCCCCCCCCC)(=O)OC[C@@H](OC(CCCCCCCCCCCCC)=O)CO